(R)-4-(5,5-dimethyl-4-oxo-4,5-dihydroisoxazol-3-yl)-2-fluoro-N-(2-(3-hydroxyprop-1-yn-1-yl)thieno[3,2-c]pyridin-4-yl)-N-(piperidin-3-yl)benzamide CC1(C(C(=NO1)C1=CC(=C(C(=O)N([C@H]2CNCCC2)C2=NC=CC3=C2C=C(S3)C#CCO)C=C1)F)=O)C